dimethyl 4,4'-methylenebisbenzoate C(C1=CC=C(C(=O)OC)C=C1)C1=CC=C(C(=O)OC)C=C1